C(#N)C1=CC(=C(COC=2C=C(C=CC2F)C2=CC(=C(C=C2)CC2=NC3=C(N2)C=C(C=C3)C(=O)OC)F)C=C1)F Methyl 2-((3'-((4-cyano-2-fluorobenzyl)oxy)-3,4'-difluoro-[1,1'-biphenyl]-4-yl)methyl)-1H-benzo[d]imidazole-6-carboxylate